CC1(OB(OC1(C)C)C=1C=C(C=CC1N)C1=CC=CC=C1)C 3-(4,4,5,5-tetramethyl-1,3,2-dioxaborolan-2-yl)-[1,1'-biphenyl]-4-amine